BrCC1=C(C(=O)OCC)C=CC(=C1F)F ethyl 2-(bromomethyl)-3,4-difluoro-benzoate